C(=O)C1=C(C(=O)N2[C@@H](CSCC2)COC2=C(C=O)C(=CC=C2)O)C=CC=C1O (R)-2-((4-(2-formyl-3-hydroxybenzoyl)thiomorpholin-3-yl)methoxy)-6-hydroxybenzaldehyde